N-(2-aminoethyl)-gamma-aminopropyl-methyldimethoxysilane NCCNCCC[Si](OC)(OC)C